N-(3-(4-amino-5-(3-fluoro-4-((4-methylpyrimidin-2-yl)oxy)phenyl)-7,8-dihydro-6H-imidazo[1',2':1,5]pyrrolo[2,3-d]pyrimidin-6-yl)-2-methoxyphenyl)acetamide NC=1C2=C(N=CN1)N1C(=C2C2=CC(=C(C=C2)OC2=NC=CC(=N2)C)F)N(CC1)C=1C(=C(C=CC1)NC(C)=O)OC